5-(trifluoromethyl)pyridin-2-amine 2,2,2-trifluoroacetate FC(C(=O)O)(F)F.FC(C=1C=CC(=NC1)N)(F)F